(S,S)-N-(8,9-difluoro-4-hydroxy-6-oxo-1,2,3,4,5,6-hexahydrophenanthridin-1-yl)-5,6-difluoro-N-methyl-1H-indole-2-carboxamide FC=1C=C2C(NC=3[C@H](CC[C@@H](C3C2=CC1F)N(C(=O)C=1NC2=CC(=C(C=C2C1)F)F)C)O)=O